tert-butyl 4-(4-(6-amino-2-fluoro-5-(1-oxo-1,2,3,4-tetrahydroisoquinolin-6-yl)pyridin-3-yl)-2-methoxyphenoxy)piperidine-1-carboxylate NC1=C(C=C(C(=N1)F)C1=CC(=C(OC2CCN(CC2)C(=O)OC(C)(C)C)C=C1)OC)C=1C=C2CCNC(C2=CC1)=O